β-Alanin NCCC(=O)O